7-(pyridin-4-ylmethyl)-7H-pyrrolo[3,2-f]quinazoline-1,3-diamine N1=CC=C(C=C1)CN1C=CC=2C3=C(N=C(N=C3C=CC21)N)N